CC=1CCC2C(CC2C(CCC1)=C)(C)C 4,11,11-trimethyl-8-methylidenebicyclo[7.2.0]undec-4-ene